2-(3-methoxy-4-nitrophenyl)-2-azaspiro[3.5]nonan-7-one COC=1C=C(C=CC1[N+](=O)[O-])N1CC2(C1)CCC(CC2)=O